CN1N=CC(=C1)C=1N=C(C=2N(C1)N=CC2)O[C@@H]2CN(CCC2)S(=O)(=O)C=C (S)-6-(1-methyl-1H-pyrazol-4-yl)-4-((1-(vinylsulfonyl)piperidin-3-yl)oxy)pyrazolo[1,5-a]pyrazine